C(#N)C1=C(C=CC=C1)NC(N)=O 3-(2-cyanophenyl)urea